8-(bromomethyl)-2-(trifluoromethyl)imidazo[2,1-a]isoquinoline BrCC=1C=C2C=CN3C(C2=CC1)=NC(=C3)C(F)(F)F